(4-biphenylyl)-alanine C1(=CC=C(C=C1)N[C@@H](C)C(=O)O)C1=CC=CC=C1